BrC1=CC=CC(=N1)C1(CCC2(OCCO2)CC1)O 8-(6-bromopyridin-2-yl)-1,4-dioxaspiro[4.5]decan-8-ol